(R)-4-((2-(((3,3-difluoro-1-methylcyclobutyl)(5-fluoro-3-methylpyridin-2-yl)methyl)amino)-3,4-dioxocyclobut-1-en-1-yl)amino)-3-hydroxy-N,N-dimethylpicolinamide FC1(CC(C1)(C)[C@H](C1=NC=C(C=C1C)F)NC1=C(C(C1=O)=O)NC1=C(C(=NC=C1)C(=O)N(C)C)O)F